3-(Methane-sulfonamido)-N-{(1S)-1-(trans-4-methyl-cyclohexyl)-2-oxo-2-[4-(tetrahydropyran-4-yl)anilino]ethyl}benzamide CS(=O)(=O)NC=1C=C(C(=O)N[C@H](C(NC2=CC=C(C=C2)C2CCOCC2)=O)[C@@H]2CC[C@H](CC2)C)C=CC1